NC=1C=CC(=NC1)N1CC2CCC(C1)C2C(=O)OC methyl 3-(5-aminopyridin-2-yl)-3-azabicyclo[3.2.1]octane-8-carboxylate